(3R,4R)-4-(2-(5-cyclopropyl-4-fluoro-3,3-dimethyl-2-oxoindolin-1-yl)acetamido)-3-methylpentanoic acid tert-butyl ester C(C)(C)(C)OC(C[C@H]([C@@H](C)NC(CN1C(C(C2=C(C(=CC=C12)C1CC1)F)(C)C)=O)=O)C)=O